(3-(5-fluoropyrimidin-2-yl)-4-methylphenyl)-2-(1,2,4-triazin-6-yl)-2-azabicyclo[3.1.0]hexane-3-carboxamide FC=1C=NC(=NC1)C=1C=C(C=CC1C)C12N(C(CC2C1)C(=O)N)C1=CN=CN=N1